ClC1=CC2=C(N(C=N2)CCC[C@H]2NCCC[C@@H]2O)C(=C1)C=1N=C(SC1)C#N 4-(5-chloro-1-(3-((2R,3S)-3-hydroxypiperidin-2-yl)propyl)-1H-benzo[d]imidazol-7-yl)thiazole-2-carbonitrile